3-(4-(6-(Aminomethyl)pyridin-2-yl)-1-oxoisoindolin-2-yl)piperidine-2,6-dione NCC1=CC=CC(=N1)C1=C2CN(C(C2=CC=C1)=O)C1C(NC(CC1)=O)=O